octyl-2-(2-cyanothiophen-3-yl)acetic acid C(CCCCCCC)C(C(=O)O)C1=C(SC=C1)C#N